C(C)(C)OC(=O)N1CCN(CC1)C1=NC=2N(C=C1)N=CC2C2=CC=CC=1NC=NC12 4-(3-(1H-benzo[d]imidazol-4-yl)pyrazolo[1,5-a]pyrimidin-5-yl)piperazine-1-carboxylic acid isopropyl ester